2-(1-methyl-1H-imidazol-2-yl)-5,6-bis(pyridin-3-yl)pyrrolo[2,1-f][1,2,4]triazin-4-ol CN1C(=NC=C1)C1=NN2C(C(=N1)O)=C(C(=C2)C=2C=NC=CC2)C=2C=NC=CC2